[C@H]12CC(C[C@H](CC1)N2)C=2C=CC(=C(C(=O)N[C@H](C)C1=CC(=CC(=C1)C=1C=NN(C1)C)OC)C2)C 5-[(1R,5S)-8-azabicyclo[3.2.1]oct-3-yl]-N-[(1R)-1-[3-methoxy-5-(1-methylpyrazol-4-yl)phenyl]ethyl]-2-methyl-benzamide